OCCOC(=O)C=1C=C(C=C(C1)C(=O)OCCO)S(=O)(=O)[O-].C1(=CC=CC=C1)[P+](C1=CC=CC=C1)(C1=CC=CC=C1)C1=CC=CC=C1 tetraphenylphosphonium 3,5-di(β-hydroxyethoxycarbonyl)benzenesulfonate